[N+](=[N-])=C1C(=O)OCCC1 diazovalerolactone